2-dimethylamino-2-(4-methylbenzyl)-1-(4-morpholinylphenyl)butan-1-one CN(C(C(=O)C1=CC=C(C=C1)N1CCOCC1)(CC)CC1=CC=C(C=C1)C)C